2-(3-methoxyphenyl)-2-hydroxyiminoethyl-diphenylphosphine COC=1C=C(C=CC1)C(CP(C1=CC=CC=C1)C1=CC=CC=C1)=NO